1-phenyl-2-(phenylseleno)ethanol C1(=CC=CC=C1)C(C[Se]C1=CC=CC=C1)O